Methyl 9,10-dihydroxystearate OC(CCCCCCCC(=O)OC)C(CCCCCCCC)O